Carboxy-ethylsilanetriol C(=O)(O)O[Si](O)(O)CC